COC1=NC=CC(=C1)NC(OC[C@@H]1OC2=C(C3=C(N=C(S3)C3=C4N=CC(=NC4=CC(=C3)C)OC)C(=C2)C)OC1)=O (R)-(2-(2-methoxy-7-methylquinoxalin-5-yl)-4-methyl-7,8-dihydro-[1,4]dioxino[2',3':3,4]benzo[1,2-d]thiazol-7-yl)methyl (2-methoxypyridin-4-yl)carbamate